p-hydroxyacetophenone sodium [Na].OC1=CC=C(C=C1)C(C)=O